5-carboxymethyl-aminomethyl-uracil C(=O)(O)CC=1C(NC(NC1CN)=O)=O